3-methyl-5-oxo-1-phenyl-N-(3-propionylphenyl)-4,5-dihydro-1H-pyrazole-4-carboxamide CC1=NN(C(C1C(=O)NC1=CC(=CC=C1)C(CC)=O)=O)C1=CC=CC=C1